N=1N=CN2C=NC=3N=CNC3C21 [1,2,4]triazolo[3,4-i]purine